caproyl-sarcosine C(CCCCC)(=O)N(C)CC(=O)O